CO[C@@H]1CC[C@H](CC1)NC(=O)C=1C=NN2C1C=C(C=C2)C2=CNC=1N=C(N=CC12)N[C@H](C(F)(F)F)C N-(trans-4-methoxycyclohexyl)-5-(2-(((S)-1,1,1-trifluoropropan-2-yl)amino)-7H-pyrrolo[2,3-d]pyrimidin-5-yl)pyrazolo[1,5-a]pyridine-3-carboxamide